4-((5-(7,8-dimethyl-[1,2,4]triazolo[1,5-a]pyridin-6-yl)-6-isopropyl-4H-pyrrolo[3,2-d]thiazol-2-yl)methyl)morpholine CC1=C(C=2N(C=C1C1=C(C=3N=C(SC3N1)CN1CCOCC1)C(C)C)N=CN2)C